benzyl (2S)-3-methyl-2-(morpholine-3-carbonylamino)-butanoate CC([C@@H](C(=O)OCC1=CC=CC=C1)NC(=O)C1NCCOC1)C